CC=1C(=C(C(=O)O)C(=CC1)F)N methyl-2-amino-6-fluorobenzoic acid